4-methyl-N-((trifluoromethyl)thio)benzenesulfonamide CC1=CC=C(C=C1)S(=O)(=O)NSC(F)(F)F